BrC1=CC=CC=2N1C(=C(N2)C2=CC(=C(C(=C2)OC)OC)OC)/N=C/C2=CC(=C(C(=C2)OC)OC)OC (E)-N-(5-bromo-2-(3,4,5-trimethoxyphenyl)imidazo[1,2-a]pyridin-3-yl)-1-(3,4,5-trimethoxyphenyl)methanimine